F[C@@H]1CN(C[C@H](C1)NC1=NC=2N(C(C(=NC2C=N1)C1=CC(=C(C=C1)NS(=O)(=O)CC1=CC=CC=C1)F)=O)C(C)C)C(=O)OCC1=CC=CC=C1 benzyl (3S,5S)-3-fluoro-5-((6-(3-fluoro-4-((phenylmethyl)sulfonamido)phenyl)-8-isopropyl-7-oxo-7,8-dihydropteridin-2-yl)amino)piperidine-1-carboxylate